(S)-5-cyclopropyl-4-(6-methylnicotinoyl)-3-propyl-3,4-dihydroquinoxalin-2(1H)-one C1(CC1)C1=C2N([C@H](C(NC2=CC=C1)=O)CCC)C(C1=CN=C(C=C1)C)=O